C(C)N1CCC(CC1)N1CCN(CC1)C1CCN(CC1)C1=C(C=NC2=CC=C(C=C12)OC)S(=O)(=O)C1=CC(=C(C=C1)OCCCCCCCCCCCCCCCCCCCC)F 4-(4-(4-(1-ethylpiperidin-4-yl)piperazin-1-yl)piperidin-1-yl)-3-((3-fluoro-4-(icosyloxy)phenyl)sulfonyl)-6-methoxyquinoline